CN(CCNC(=O)N1CC(C1)O)C N-[2-(dimethylamino)ethyl]-3-hydroxyazetidine-1-carboxamide